N-[[5-(3-methyl-2,6-dioxo-pyrimidin-4-yl)oxy-1-[4-(trifluoromethyl)phenyl]indazol-3-yl]methyl]methanesulfonamide CN1C(NC(C=C1OC=1C=C2C(=NN(C2=CC1)C1=CC=C(C=C1)C(F)(F)F)CNS(=O)(=O)C)=O)=O